Pyrazine phosphate P(=O)(O)(O)O.N1=CC=NC=C1